2-chloro-5-vinyl-4-methoxybenzoic acid ClC1=C(C(=O)O)C=C(C(=C1)OC)C=C